(S)-6-(2-(2-methoxybenzyl)pyrrolidin-1-yl)-4-morpholinopyridin-2(1H)-one COC1=C(C[C@H]2N(CCC2)C2=CC(=CC(N2)=O)N2CCOCC2)C=CC=C1